(4-aminopyridin-2-yl)(morpholino)methanone NC1=CC(=NC=C1)C(=O)N1CCOCC1